BrC1=CC(=C(C=C1)[C@H]1N(CC[C@@H](C1)OCC)C(=O)OCC1=CC=CC=C1)OCCNC(=O)OC(C)(C)C benzyl (2S,4S)-2-(4-bromo-2-(2-((tert-butoxycarbonyl)amino)ethoxy) phenyl)-4-ethoxypiperidine-1-carboxylate